5'-chloro-N-[(2-methoxyphenyl)methyl]-7'-oxo-7',8'-dihydro-6'H-spiro[cyclohexane-1,9'-furo[2,3-f]quinazoline]-2'-carboxamide ClC=1C=C2C(=C3C4(NC(NC13)=O)CCCCC4)OC(=C2)C(=O)NCC2=C(C=CC=C2)OC